1,2,3,4-tetrahydroquinoline-4-carboxylic acid N1CCC(C2=CC=CC=C12)C(=O)O